OC(CN1CC(CC1)N1N=CC2=C1NC(C=1C=C(C=CC21)C)=O)(C)C 3-(1-(2-hydroxy-2-methylpropyl)pyrrolidin-3-yl)-7-methyl-3,4-dihydro-5H-pyrazolo[3,4-c]isoquinolin-5-one